(5-Nitrofuran-2-yl)[4-(pyridin-4-yl)piperazin-1-yl]methanone [N+](=O)([O-])C1=CC=C(O1)C(=O)N1CCN(CC1)C1=CC=NC=C1